N-{9-[(2R,4R,5R)-4-(benzyloxy)-5-[(benzyloxy)methyl]-5-(chloromethyl)-3-oxooxolan-2-yl]-6-oxo-1H-purin-2-yl}acetamide C(C1=CC=CC=C1)O[C@H]1C([C@@H](O[C@]1(CCl)COCC1=CC=CC=C1)N1C=2N=C(NC(C2N=C1)=O)NC(C)=O)=O